OC1CCC2(CN(C2)C2=NOC(=C2)C(C(=O)OCC)C(C)C)CC1 Ethyl 2-(3-(7-hydroxy-2-azaspiro[3.5]nonan-2-yl)isoxazol-5-yl)-3-methylbutanoate